4-[[3-[4-(difluoromethoxy)phenyl]imidazo[1,2-a]pyrazin-8-yl]amino]-N,2-dimethyl-N-[2-(1-methylsulfonylpiperidin-4-yl)ethyl]benzamide FC(OC1=CC=C(C=C1)C1=CN=C2N1C=CN=C2NC2=CC(=C(C(=O)N(CCC1CCN(CC1)S(=O)(=O)C)C)C=C2)C)F